methyl (S)-4-(dimethylcarbamoyl)-3-methyl-2,3,4,5-tetrahydrobenzo[f][1,4]oxazepine-8-carboxylate CN(C(=O)N1[C@H](COC2=C(C1)C=CC(=C2)C(=O)OC)C)C